O2-benzyl O1-tert-butyl (2S,4R)-4-prop-2-ynoxypyrrolidine-1,2-dicarboxylate C(C#C)O[C@@H]1C[C@H](N(C1)C(=O)OC(C)(C)C)C(=O)OCC1=CC=CC=C1